NC1=CC=CC(=N1)S(=O)(=O)NC(=O)C=1C(=NC(=CC1)C=1C=NC(=CC1)OC(C)C)N1C(CCC1)C(C)(C)C N-[(6-Amino-2-pyridyl)sulfonyl]-2-(2-tert-butylpyrrolidin-1-yl)-6-(6-isopropoxy-3-pyridyl)pyridin-3-carboxamid